N-(prop-2-yn-1-yl)-3-(2-(4-(trifluoromethyl)phenyl)benzo[d]imidazo[2,1-b]thiazol-7-yl)propenamide C(C#C)NC(C=CC1=CC2=C(N3C(S2)=NC(=C3)C3=CC=C(C=C3)C(F)(F)F)C=C1)=O